N-Methyl-2-pyridone CN1C(C=CC=C1)=O